FC(C=1C=NC(=NC1)N1CCN(CC1)C(CCCC(C)=O)=O)(F)F 1-[4-[5-(Trifluoromethyl)pyrimidin-2-yl]piperazin-1-yl]hexane-1,5-dione